methylphenyllactate CCC(C(=O)[O-])(O)C1=CC=CC=C1